(1R,3R)-3-((R)-3-(azetidin-3-yl) piperidin-1-yl)-1-methylcyclobutane-1-carboxylate N1CC(C1)[C@@H]1CN(CCC1)C1CC(C1)(C(=O)[O-])C